BrC1=C(SC=C1)C(=O)N1CCN(CC1)C1=C(C=CC=C1)N(S(=O)(=O)C=1C=CC2=C(C(=C(O2)C(=O)O)C)C1)CCC1=CC=CC=C1 5-(N-(2-(4-(3-Bromothiophene-2-carbonyl)piperazin-1-yl)phenyl)-N-phenethylsulfamoyl)-3-methylbenzofuran-2-Carboxylic acid